ClC1=CC=C(C=C1)C=1N=C(SC1)C12CC(C1)(C2)NC(=O)N2N=C(C=C2)C2(CC2)S(=O)(=O)C N-[3-[4-(4-chlorophenyl)thiazol-2-yl]-1-bicyclo[1.1.1]pentanyl]-3-(1-methylsulfonylcyclopropyl)pyrazole-1-carboxamide